COC(=O)C=1N=CN2C1C=C(C=C2)Br 7-bromoimidazo[1,5-a]pyridine-1-carboxylic acid methyl ester